iron-vanadium oxide [O-2].[V+5].[Fe+2]